4-aminophenyl sulfide NC1=CC=C(C=C1)SC1=CC=C(C=C1)N